2-chloro-N-(3-((6-phenethylpyrimidin-4-yl)oxy)phenyl)acetamide ClCC(=O)NC1=CC(=CC=C1)OC1=NC=NC(=C1)CCC1=CC=CC=C1